(4-(((1s,4S)-4-hydroxycyclohexyl)amino)-2-((4-(4-methylpiperazin-1-yl)phenyl)amino)-7H-pyrrolo[2,3-d]pyrimidin-5-yl)methanone dimethylcarbamothioylsulfanyl-N,N-dimethylcarbamodithioate CN(C(=S)SS=C(N(C)C)S)C.OC1CCC(CC1)NC=1C2=C(N=C(N1)NC1=CC=C(C=C1)N1CCN(CC1)C)NC=C2C=O